2-(4-((4-(4-bromophenyl)-5-oxo-4,5-dihydro-1H-1,2,4-triazol-1-yl)methyl)-2,6-dimethylphenoxy)-2-methylpropanoic acid BrC1=CC=C(C=C1)N1C=NN(C1=O)CC1=CC(=C(OC(C(=O)O)(C)C)C(=C1)C)C